[N+](=O)([O-])C1=CC=C(CS(=O)(=O)N2CCC2)C=C1 1-((4-nitrobenzyl)sulfonyl)azetidine